C(C(=C)C)(=O)OCCCC(CC)=O 4-oxo-hexyl methacrylate